C12(CC(C1)C2)N2C(C(N(CC2)CC2=C(C=C(C=C2)Br)F)=O)=O 1-(bicyclo[1.1.1]pentan-1-yl)-4-(4-bromo-2-fluorobenzyl)piperazine-2,3-dione